BrC1=C(C(=CC=C1)F)C(F)(F)F 1-bromo-3-fluoro-2-(trifluoromethyl)benzene